CC1=NN2C(C=C(C=C2)CC2CCC(CC2)C(=O)OC)=N1 methyl 4-[(2-methyl-[1,2,4]triazolo[1,5-a]pyridin-7-yl)methyl]cyclohexanecarboxylate